4-methoxy-2-(dimethylamino)-5-nitropyridine COC1=CC(=NC=C1[N+](=O)[O-])N(C)C